NC1=CC(=CC(=C1O)F)Br 6-amino-4-bromo-2-fluorophenol